COC=1C=CC(=NC1OC)N 5,6-dimethoxypyridin-2-amine